p-di(vinyl-oxyethoxy)benzene C(=C)OCCOC1=CC=C(C=C1)OCCOC=C